acryloyloxytetradecyl-tribromosilane C(C=C)(=O)OCCCCCCCCCCCCCC[Si](Br)(Br)Br